FC(C=1N=C(SC1)C(C)=O)(F)F 1-(4-(trifluoromethyl)thiazol-2-yl)ethanone